1,4-di-sec-butylamino-benzene C(C)(CC)NC1=CC=C(C=C1)NC(C)CC